trifluoropalladium (II) methanesulfonate CS(=O)(=O)[O-].F[Pd-](F)F